4-[2-cyclopropyl-6-[7-[(2-methoxyethylamino)methyl]-4-oxo-9-(trifluoromethyl)pyrido[1,2-a]pyrimidin-3-yl]-4-pyridinyl]-3-(4-methyl-1,2,4-triazol-3-yl)benzonitrile C1(CC1)C1=NC(=CC(=C1)C1=C(C=C(C#N)C=C1)C1=NN=CN1C)C1=CN=C2N(C1=O)C=C(C=C2C(F)(F)F)CNCCOC